FC(C=1C=C2C(=NC=NC2=CC1)N)(F)F (E)-6-(trifluoromethyl)quinazolin-4-amine